Cl.C(C([2H])([2H])[2H])(ON)([2H])[2H] O-(ethyl-d5)Hydroxylamine hydrochloride